omega-N-Methylarginine CNC(=N)NCCC[C@H](N)C(=O)O